6,6'-(ethane-1,2-diylbis(5-carbamoyl-4-methoxy-1H-benzo[d]imidazole-1,2-diyl))bis(3,4-difluorobenzoic acid) C(CN1C(=NC2=C1C=CC(=C2OC)C(N)=O)C2=CC(=C(C=C2C(=O)O)F)F)N2C(=NC1=C2C=CC(=C1OC)C(N)=O)C1=CC(=C(C=C1C(=O)O)F)F